[Si](C)(C)(C(C)(C)C)O[C@H]1[C@@H](CNC[C@@H]1C)NC(OC(C)(C)C)=O tert-butyl ((3R,4R,5S)-4-((tert-butyldimethylsilyl)oxy)-5-methylpiperidin-3-yl)carbamate